C(C1=CC=CC=C1)(=O)O[C@H]1C[C@@H](N(C1)C(=O)C=1N=C2N(C=C(C=C2)Cl)C1)C=1SC=C(N1)C(=O)OCC ethyl 2-((2R,4S)-4-(benzoyloxy)-1-(6-chloroimidazo[1,2-a]pyridine-2-carbonyl)pyrrolidin-2-yl)thiazole-4-carboxylate